2-(4,4-Difluorocyclohexyl)-N-((2-(2,2,2-trifluoroethoxy)pyridin-4-yl)methyl)propanamide FC1(CCC(CC1)C(C(=O)NCC1=CC(=NC=C1)OCC(F)(F)F)C)F